FC1(C(C1)C(=O)NC1=NC=C(C=C1)C1=NC(=NC=C1)NC=1C=NN(C1)C)F 2,2-difluoro-N-(5-(2-((1-methyl-1H-pyrazol-4-yl)amino)pyrimidin-4-yl)pyridin-2-yl)cyclopropane-1-carboxamide